C(=O)=C1CC=NC=C1 4-Carbonyl-4H-pyridin